(R)-4-cyano-4-methyl-N-((2-(6-methyl-5-oxo-3,4,5,6-tetrahydro-2,6-naphthyridin-2(1H)-yl)-1,6-naphthyridin-7-yl)methyl)isochroman-6-carboxamide C(#N)[C@@]1(COCC2=CC=C(C=C12)C(=O)NCC1=NC=C2C=CC(=NC2=C1)N1CC=2C=CN(C(C2CC1)=O)C)C